1,3-bis-(dimethylamino)-2-propanol CN(CC(CN(C)C)O)C